N-(bis(2-((trifluoromethyl)thio)phenyl)phosphaneyl)-N-phenyl-1,1-bis(4-(tributylsilyl)phenyl)phosphanamine FC(SC1=C(C=CC=C1)P(N(P(C1=CC=C(C=C1)[Si](CCCC)(CCCC)CCCC)C1=CC=C(C=C1)[Si](CCCC)(CCCC)CCCC)C1=CC=CC=C1)C1=C(C=CC=C1)SC(F)(F)F)(F)F